Dicyclohexylmethane isocyanate [N-]=C=O.C1(CCCCC1)CC1CCCCC1